dimethylphosphine oxide mono-p-toluenesulfonate monohydrate O.CC1=CC=C(C=C1)S(=O)(=O)O.CP(C)=O